nonacosyl docos-13-enoate C(CCCCCCCCCCCC=CCCCCCCCC)(=O)OCCCCCCCCCCCCCCCCCCCCCCCCCCCCC